C(C)OC(=O)C=1C(N(C=CC1)C=1C=NC(=CC1)N[C@@H]1C[C@H](CC1)NC1=NC=C(C=N1)OC(F)F)=O 6'-(((1S,3S)-3-((5-(difluoromethoxy)pyrimidin-2-yl)-amino)cyclopentyl)amino)-2-oxo-2H-[1,3'-bipyridine]-3-carboxylic acid ethyl ester